C(N)(=O)C1(COCC1)NC(=O)C1=C(OC2=C1C=C(C=C2)OCC=2C(=NC=CC2)OC)C N-(3-carbamoyltetrahydrofuran-3-yl)-5-((2-methoxypyridin-3-yl)methoxy)-2-methylbenzofuran-3-carboxamide